C12CN(CC2C1)C1=C(C(=C(C=C1)CN1C=NC(=C1)C(=O)OCC)C)C#N Ethyl 1-[(4-{3-azabicyclo[3.1.0]hex-3-yl}-3-cyano-2-methylphenyl) methyl]-1H-imidazole-4-carboxylate